N-(6-fluoroquinolin-8-yl)-5-(3-hydroxypyrrolidin-1-yl)pyrazine-2-carboxamide FC=1C=C2C=CC=NC2=C(C1)NC(=O)C1=NC=C(N=C1)N1CC(CC1)O